COC1=CC=C(CN(S(=O)(=O)C2=NN(C(=C2)C(=O)O)C)CC2=CC=C(C=C2)OC)C=C1 3-(N,N-bis(4-methoxybenzyl)sulfamoyl)-1-methyl-1H-pyrazole-5-carboxylic acid